O=C1NC(CCC1C1=CC=C(OCC(=O)NCCOCCNC(OC(C)(C)C)=O)C=C1)=O tert-butyl N-[2-[2-[[2-[4-(2,6-dioxo-3-piperidyl)phenoxy]acetyl]amino]ethoxy]ethyl]carbamate